CC1(CCN(CC1)CC=1C=CC=2N(C1)C=C(N2)CN2C(C1=CN=CC(=C1C=C2)N2CC1(C2)CCOCC1)=O)C#N 4-methyl-1-({2-[(5-{7-oxa-2-azaspiro[3.5]nonan-2-yl}-1-oxo-1,2-dihydro-2,7-naphthyridin-2-yl)methyl]imidazo[1,2-a]pyridin-6-yl}methyl)piperidine-4-carbonitrile